NC[C@H]1[C@H](N(CC1)C(=O)OC(C)(C)C)C tert-butyl (2R,3S)-3-(amino methyl)-2-methylpyrrolidine-1-carboxylate